((2-hydroxyethyl)azanediyl)bis(butane-4,1-diyl) bis(6,6-bis(octyloxy)hexanoate) C(CCCCCCC)OC(CCCCC(=O)OCCCCN(CCCCOC(CCCCC(OCCCCCCCC)OCCCCCCCC)=O)CCO)OCCCCCCCC